methyl (S)-3-(4-((3-(trifluoromethyl)phenyl)sulfonyl)-6-(4-(trifluoromethyl)pyridin-2-yl)-3,4-dihydro-2H-benzo[b][1,4]oxazin-2-yl)propanoate FC(C=1C=C(C=CC1)S(=O)(=O)N1C2=C(O[C@H](C1)CCC(=O)OC)C=CC(=C2)C2=NC=CC(=C2)C(F)(F)F)(F)F